Methylol-Stearamid C(O)C(C(=O)N)CCCCCCCCCCCCCCCC